NC1=C(C=C(S1)C(=O)OC)NC[C@H]1OCC1 Methyl (S)-5-amino-4-((oxetan-2-ylmethyl)amino)thiophene-2-carboxylate